4-[[2-(5-Chloro-2-hydroxyphenyl)acetyl]amino]-N-[3-(methansulfonamido)-1,1-dimethylpropyl]pyridin ClC=1C=CC(=C(C1)CC(=O)NC1=CCN(C=C1)C(CCNS(=O)(=O)C)(C)C)O